Methyl 2-[5-amino-3-(4-{4-[methoxy (methyl)carbamoyl] benzamido}-4-methylpiperidin-1-yl)-1,2,4-triazin-6-yl]pyridine-4-carboxylate NC=1N=C(N=NC1C1=NC=CC(=C1)C(=O)OC)N1CCC(CC1)(C)NC(C1=CC=C(C=C1)C(N(C)OC)=O)=O